2,4,6-Trimethylphloroglucinol CC1=C(O)C(=C(C(=C1O)C)O)C